(3S)-N-[3-(2-[[(1R)-3,3-difluorocyclopentyl]oxy]-6-(morpholin-4-yl)pyridin-4-yl)-4-methylphenyl]-3-(2,2,2-trifluoroethyl)pyrrolidine-1-carboxamide FC1(C[C@@H](CC1)OC1=NC(=CC(=C1)C=1C=C(C=CC1C)NC(=O)N1C[C@@H](CC1)CC(F)(F)F)N1CCOCC1)F